BrC1=C(C=C2C(=NC(=NC2=C1OC1CC1)Cl)N1C[C@@H](NCC1)CC#N)OC (S)-2-(4-(7-bromo-2-chloro-8-cyclopropoxy-6-methoxyquinazolin-4-yl)-piperazin-2-yl)acetonitrile